C(C)(C)(C)OC(=O)NCCN1N=C2C(=N1)C(=C1C(=C2F)CC(C1)C(=O)OC)F methyl 2-[2-(tert-butoxycarbonylamino)ethyl]-4,8-difluoro-6,7-dihydro-5H-cyclopenta[f]benzotriazole-6-carboxylate